ClC1=C(C=C2CCN(CC2=C1)C)OC 7-chloro-6-methoxy-2-methyl-1,2,3,4-tetrahydroisoquinoline